OC1=CC=C(C=C1)C(C)(C)C1=CC=C(C=C1)O 2,2-Bis-(4-hydroxyphenyl)-propan